O.Cl.C(C)(=O)N.C(C)(=O)N diacetic amide hydrochloride hydrate